Dihydroxyphenyl-propionic acid OCC(C(=O)O)(C1=CC=CC=C1)O